FC(C=1C=C(C=C(C1)C(F)(F)F)[C@@H]1[C@@H](N(C(O1)=O)C(=O)NCC1=CC=CC=2OCCOC21)C)(F)F (4S,5R)-5-[3,5-bis(trifluoromethyl)phenyl]-N-(2,3-dihydro-1,4-benzodioxin-5-ylmethyl)-4-methyl-2-oxo-1,3-oxazolidine-3-carboxamide